benzothiopyran-4-ol S1CC=C(C2=C1C=CC=C2)O